Methyl 1-amino-5-bromo-4-methyl-6-oxo-1,6-dihydropyridine-2-carboxylate NN1C(=CC(=C(C1=O)Br)C)C(=O)OC